BrC1=CC(=C(C=C1)N1C(CCC1)=O)F 1-(4-bromo-2-fluorophenyl)pyrrolidin-2-one